tetranitropyrazole [N+](=O)([O-])C1(CC(N=N1)([N+](=O)[O-])[N+](=O)[O-])[N+](=O)[O-]